methyl 3,4-difluoro-2-(2-fluoro-4-methoxyphenylamino)-5-vinylbenzoate FC=1C(=C(C(=O)OC)C=C(C1F)C=C)NC1=C(C=C(C=C1)OC)F